3-(Dodecyloxy)propan-1-amine C(CCCCCCCCCCC)OCCCN